5-[125I]-Iodo-2'-desoxyuridin [125I]C=1C(NC(N([C@H]2C[C@H](O)[C@@H](CO)O2)C1)=O)=O